ClC1=CC=C(CC1F)CO[C@@H](C(=O)NC1(CC1)C1=CC=C(C(=O)O)C=C1)C(C)C 4-(1-((2R)-2-((4-chloro-5-fluorocyclohex-1,3-dien-1-yl)methoxy)-3-methylbutanoylamino)cyclopropyl)benzoic acid